Ethyl-2-cyano-3,3-diphenylacrylat C(C)OC(C(=C(C1=CC=CC=C1)C1=CC=CC=C1)C#N)=O